6-(4-Methyl-2-oxopiperazin-1-yl)-2-(3-(3-((4-methyl-4H-1,2,4-triazol-3-yl)methyl)oxetan-3-yl)phenyl)-4-(trifluoromethyl)isoindolin-1-one CN1CC(N(CC1)C1=CC(=C2CN(C(C2=C1)=O)C1=CC(=CC=C1)C1(COC1)CC1=NN=CN1C)C(F)(F)F)=O